5-(1H-Benzimidazol-2-yl)-4-methyl-1H-pyrazol-3-amine N1C(=NC2=C1C=CC=C2)C2=C(C(=NN2)N)C